N-[(4-Fluorophenyl)methyl]-3-[1-methansulfonyl-2-(trifluoromethyl)piperidin-3-yl]-4-methyl-1-(2-methylfuran-3-carbonyl)-1H-pyrazol-5-amin FC1=CC=C(C=C1)CNC1=C(C(=NN1C(=O)C1=C(OC=C1)C)C1C(N(CCC1)S(=O)(=O)C)C(F)(F)F)C